5-(2,4-difluorophenyl)-1-((4-(trifluoromethyl)phenyl)sulfonyl)-1H-pyrrole-3-carbaldehyde FC1=C(C=CC(=C1)F)C1=CC(=CN1S(=O)(=O)C1=CC=C(C=C1)C(F)(F)F)C=O